FC1=CC=C(C=N1)N 6-fluoro-3-pyridinylamine